OCC(C)(O)C=1SC(=CN1)[S@](=O)(N)=NC(NC1=C2C(=NC3=C1CCC3)C(CC2)(C)C)=O (S)-2-(1,2-Dihydroxypropan-2-yl)-N'-((3,3-dimethyl-1,2,3,5,6,7-hexahydrodicyclopenta[b,e]pyridin-8-yl)carbamoyl)thiazole-5-sulfonimidamide